tert-butyl-6-bromo-2H-pyrido[3,2-b][1,4]Oxazine-4(3H)-carboxylic acid methyl ester COC(=O)N1C2=C(OC(C1)C(C)(C)C)C=CC(=N2)Br